BrC=1C=NC=2N(C1)N=CC2\C=N/NS(=O)(=O)C2=CC=C(C=C2)C (Z)-N'-((6-bromopyrazolo[1,5-a]pyrimidin-3-yl)methylene)-4-methylbenzenesulfonohydrazide